N[C@@H]1CN(CC1)C(=O)C=1SC(=CC1Cl)C1=CC(=C(C=C1)C1CCN(CC1)C(C)C)F (S)-(3-aminopyrrolidin-1-yl)(3-chloro-5-(3-fluoro-4-(1-isopropylpiperidin-4-yl)phenyl)thiophen-2-yl)methanone